ClC1=C(C=C(C=C1)[C@@H](NC(=O)[C@@H]1CNC(O1)=O)C1=CC=C(C=C1)Cl)C (S)-N-((S)-(4-chloro-3-methylphenyl)(4-chlorophenyl)methyl)-2-oxooxazolidine-5-carboxamide